C(C)OC(=O)C1=NN(C(=C1C=O)Cl)CC1=CC=C(C=C1)F 5-chloro-1-(4-fluorobenzyl)-4-formyl-1H-pyrazole-3-carboxylic acid ethyl ester